C(C)OC(C(=O)C1C(CC(N(C1)C(=O)OC(C)(C)C)C(F)(F)F)=O)=O tert-butyl 5-(2-ethoxy-2-oxoacetyl)-4-oxo-2-(trifluoromethyl)piperidine-1-carboxylate